(6-(piperidin-4-yl)pyridin-2-yl)methanol N1CCC(CC1)C1=CC=CC(=N1)CO